ClC1=CC=C(C=C1)C(C[2H])[2H] 2-(4-chlorophenyl)ethane-1,2-d